4-((S)-1-((S)-1-((1-(2,4-difluorobenzyl)-2-methyl-1H-imidazol-4-yl)amino)-1-oxopropan-2-yl)-4,4-difluoropiperidin-3-yl)pyridine 1-oxide FC1=C(CN2C(=NC(=C2)NC([C@H](C)N2C[C@@H](C(CC2)(F)F)C2=CC=[N+](C=C2)[O-])=O)C)C=CC(=C1)F